S1C=NC2=C1C(=CC=C2)N2CC1(CN(C1)C(=O)OC(C)(C)C)C(C2)C(=O)NN tert-butyl 6-(benzo[d]thiazol-7-yl)-8-(hydrazinecarbonyl)-2,6-diazaspiro[3.4]octane-2-carboxylate